ClCCC=1C(=C(C=CC1)/C=C/C(=O)C1=CC=CC=C1)S(=O)(=O)O (E)-3-((2-chloroethyl)sulfophenyl)-1-phenylprop-2-en-1-one